Br.C(C)SC(N)=N 2-ethyl-2-thiopseudourea hydrobromide